O1CC[C@H]2N(CC[C@H]21)C2=NC(=NC(=C2)N2N=C(C=C2)C2=CC(=CC=C2)OC)OCCC(CO)O 4-((4-((3aR,6aR)-hexahydro-4H-furo[3,2-b]pyrrol-4-yl)-6-(3-(3-methoxyphenyl)-1H-pyrazol-1-yl)pyrimidin-2-yl)oxy)butane-1,2-diol